FC(N1N=C(N=N1)[C@H](N1CCN(CC1)C(=O)C1=NC=CC(=C1)C=1OC2=C(N1)C=C(C=C2)C=2N=NN(N2)C)C2=CC=CC=C2)F |r| (R/S)-(4-((2-(difluoromethyl)-2H-tetrazol-5-yl)(phenyl)methyl)piperazin-1-yl)(4-(5-(2-methyl-2H-tetrazol-5-yl)benzo[d]oxazol-2-yl)pyridin-2-yl)methanone